phenylacetyl disulphide C1(=CC=CC=C1)SSC(C)=O